tert-Butyl (S)-2-(cyanomethyl)-4-((S)-5-fluoro-2'-(((S)-1-methylpyrrolidin-2-yl)methoxy)-3,4,5',8'-tetrahydro-1H,6'H-spiro[naphthalene-2,7'-quinazolin]-4'-yl)piperazine-1-carboxylate C(#N)C[C@@H]1N(CCN(C1)C1=NC(=NC=2C[C@]3(CCC12)CC1=CC=CC(=C1CC3)F)OC[C@H]3N(CCC3)C)C(=O)OC(C)(C)C